BrC1=CC(=C(C=C1Cl)C(CCCCC(=O)O)(F)F)F 4-bromo-5-chloro-ε,ε,2-trifluoro-benzenehexanoic acid